2-((2R,6R)-2,6-dimethylmorpholinyl)-5-fluoropyrimidin-4-amine C[C@@H]1CN(C[C@H](O1)C)C1=NC=C(C(=N1)N)F